(S)-5-((4-methoxy-5-(quinoxalin-6-yl)-7H-pyrrolo[2,3-d]pyrimidin-2-yl)amino)-1-methylpiperidin-2-one COC=1C2=C(N=C(N1)N[C@H]1CCC(N(C1)C)=O)NC=C2C=2C=C1N=CC=NC1=CC2